O1CCC(=CC1)C1=C(C=C2C(=N1)COC2)C(=O)OC methyl 2-(3,6-dihydro-2H-pyran-4-yl)-5,7-dihydrofuro[3,4-b]pyridine-3-carboxylate